3-methyl-5-oxo-1-phenyl-N-(3-(trifluoromethyl)phenyl)-4,5-dihydro-1H-pyrazole-4-carboxamide CC1=NN(C(C1C(=O)NC1=CC(=CC=C1)C(F)(F)F)=O)C1=CC=CC=C1